bromomevalonate BrC(C(=O)[O-])[C@@](O)(C)CCO